triisopropylsilylpyrrole C(C)(C)[Si](C(C)C)(C(C)C)C=1NC=CC1